sodium bis(octyl) sulfosuccinate S(=O)(=O)(O)C(C(=O)OCCCCCCCC)CC(=O)OCCCCCCCC.[Na]